CC(CC[C@@H](C(=O)O)N[C@H](C)C1=CC=CC=C1)(C)C (S)-5,5-dimethyl-2-(((R)-1-phenylethyl)amino)hexanoic acid